N-(4-((2-amino-3-((dimethylamino)methyl)pyridin-4-yl)oxy)-3-fluorophenyl)-1-(3-chloropyridin-2-yl)-5-(trifluoromethyl)-1H-pyrazole-4-carboxamide NC1=NC=CC(=C1CN(C)C)OC1=C(C=C(C=C1)NC(=O)C=1C=NN(C1C(F)(F)F)C1=NC=CC=C1Cl)F